C(C)(=O)NCC1CCN(CC1)CC1=CC(=NC(=C1)C1=CC(=CC(=C1)Cl)Cl)OC=1C=CC(=NC1)N1CCN(CC1)CCC(=O)N 3-(4-(5-((4-((4-(acetamidomethyl)piperidin-1-yl)methyl)-6-(3,5-dichlorophenyl)pyridin-2-yl)oxy)pyridin-2-yl)piperazin-1-yl)propanamide